3-(6-Chloropyrimidin-4-yl)-5-(difluoromethyl)-6-fluoro-pyrazolo[1,5-a]pyrimidin-2-amine ClC1=CC(=NC=N1)C=1C(=NN2C1N=C(C(=C2)F)C(F)F)N